N1N=CC2=CC(=CC=C12)C#CC1=NC(=NC=C1)C1=NC(=NC=C1)NCC1=NC=C(C=C1)F ((1H-indazol-5-yl)ethynyl)-N-((5-fluoropyridin-2-yl)methyl)-[2,4'-bipyrimidin]-2'-amine